(S)-2-((5-Amino-6-fluoro-1H-pyrrolo[3,2-b]pyridin-2-yl)methyl)-5-fluoro-7-methoxy-1'-methylspiro[isoindoline-1,3'-pyrrolidine]-2',3-dione NC1=C(C=C2C(=N1)C=C(N2)CN2C(C1=CC(=CC(=C1[C@@]21C(N(CC1)C)=O)OC)F)=O)F